methyl 5-((3-(tert-butoxycarbonyl) phenoxy) methyl)-2-methoxybenzoate C(C)(C)(C)OC(=O)C=1C=C(OCC=2C=CC(=C(C(=O)OC)C2)OC)C=CC1